ClC=1C(=C(C(=CC1)N1N=NN=C1)C1=CC(N2[C@@H](C[C@H](C2=C1)C)C=1NC(=CN1)C1=CC=C(C=C1)NC(OC)=O)=O)F |o1:16,18| methyl 4-(2-((1R*,3S*)-7-(3-chloro-2-fluoro-6-(1H-tetrazol-1-yl)phenyl)-1-methyl-5-oxo-1,2,3,5-tetrahydroindolizin-3-yl)-1H-imidazol-5-yl)phenylcarbamate